ClC1=CC=C(C=C1)N(C(=O)C=1N=CC=2N(C1)C(=CN2)C2=CC=C(C=C2)NC(=O)C2CC2)C N-(4-chlorophenyl)-3-[4-(cyclopropanecarbonylamino)phenyl]-N-methyl-imidazo[1,2-a]pyrazine-6-carboxamide